1-[5-methyl-1-[6-(trifluoromethyl)-2-naphthyl]pyrazol-3-yl]piperazine CC1=CC(=NN1C1=CC2=CC=C(C=C2C=C1)C(F)(F)F)N1CCNCC1